C(CCCCCCCCCCC)SCC1=C(C(=CC(=C1)CCCCCCCCC)CSCCCCCCCCCCCC)O 2,6-bis((dodecylthio)methyl)-4-nonylphenol